trans-1-(4-(4-chlorophenyl)-5-(4-(pyridin-2-yloxy)cyclohexyl)-4H-1,2,4-triazol-3-yl)-N,N-dimethylamine ClC1=CC=C(C=C1)N1C(=NN=C1[C@@H]1CC[C@H](CC1)OC1=NC=CC=C1)CNC